2,4,5-trioxo-3-((tetrahydro-2H-pyran-4-yl)methyl)imidazolidin O=C1NC(C(N1CC1CCOCC1)=O)=O